FCCCN1CC(C1)CC1=CC=C(C=C1)C1=C(CCCC2=C1C=CC=C2)C2=CC=CC=C2 9-(4-((1-(3-Fluoropropyl)azetidin-3-yl)methyl)phenyl)-8-phenyl-6,7-dihydro-5H-benzo[7]annulen